3-(6-(7-(4-(3-Methylquinoxalin-2-yl)-1H-pyrazol-1-yl)heptyl)-1-oxoisoindolin-2-yl)piperidine-2,6-dione CC=1C(=NC2=CC=CC=C2N1)C=1C=NN(C1)CCCCCCCC1=CC=C2CN(C(C2=C1)=O)C1C(NC(CC1)=O)=O